CC1=CC(=C2C=CNC2=C1)O 6-methyl-4-hydroxyindole